{6-[(1,3-benzothiazol-2-yl)amino]-5-cyclopropylpyridazin-2-yl}(methyl)amino-1,3-thiazole-4-carboxylic acid S1C(=NC2=C1C=CC=C2)NC2=C(C=CN(N2)C2=C(N=C(S2)NC)C(=O)O)C2CC2